2-(1-Cyclobutyl-1H-pyrazol-4-yl)-3-fluoro-5-({[1-(2-fluoro-4-methylphenyl)cyclopropyl]carbonyl}amino)benzoic acid C1(CCC1)N1N=CC(=C1)C1=C(C(=O)O)C=C(C=C1F)NC(=O)C1(CC1)C1=C(C=C(C=C1)C)F